C(C)(C)(C)OC(=O)N1CC(C(CC1)O)(F)F 3,3-difluoro-4-hydroxy-piperidine-1-carboxylic acid tert-butyl ester